CC(=CCC/C(=C/CC/C(=C/CC/C(=C\\CC/C(=C\\CC/C(=C\\CC/C(=C\\CC/C(=C\\CC/C(=C\\CC/C(=C\\CC/C(=C\\CC/C(=C\\COP(=O)([O-])OP(=O)([O-])[O-])/C)/C)/C)/C)/C)/C)/C)/C)/C)/C)/C)C The molecule is an organophosphate oxoanion that is the trianion of ditrans,polycis-dodecaprenyl diphosphate arising from deprotonation of the diphosphate OH groups; major species at pH 7.3. It derives from a ditrans,polycis-dodecaprenyl phosphate(2-). It is a conjugate base of a ditrans,polycis-dodecaprenyl diphosphate.